BrC1=C(C=C2C(=CN(C2=C1)CC(C)(C)C)[C@@H](C(F)F)NS(=O)(=O)C1CC1)F (S)-N-(1-(6-bromo-5-fluoro-1-neopentyl-1H-indol-3-yl)-2,2-difluoroethyl)cyclopropanesulfonamide